FC(OC=1C(=NC(=NC1)N[C@@H]1C[C@H](CC1)NC1=CC=C(C=N1)N1N=CC=CC1=O)C)F 2-(6-(((1S,3S)-3-((5-(difluoromethoxy)-4-methylpyrimidin-2-yl)amino)cyclopentyl)amino)pyridin-3-yl)pyridazin-3(2H)one